trichloro(indenyl)titanium (IV) Cl[Ti](C1C=CC2=CC=CC=C12)(Cl)Cl